4-((1R,5S)-3,8-diazabicyclo[3.2.1]octan-3-yl)-7-(2-methyl-1H-benzo[d]imidazol-5-yl)-2-(((S)-1-methylpyrrolidin-2-yl)methoxy)quinazoline [C@H]12CN(C[C@H](CC1)N2)C2=NC(=NC1=CC(=CC=C21)C2=CC1=C(NC(=N1)C)C=C2)OC[C@H]2N(CCC2)C